2-(4'-dimethylamino-2'-methylbenzylidene)-1-tetralone CN(C1=CC(=C(C=C2C(C3=CC=CC=C3CC2)=O)C=C1)C)C